ClC1=CC(=C(C=C1)NS(=O)(=O)N1CCN(CC1)CC1CCN(CC1)C(=O)OC(C)(C)C)C(NC1=C(C=C(C=C1)C(F)(F)F)Cl)=O tert-butyl 4-((4-(N-(4-chloro-2-((2-chloro-4-(trifluoromethyl)phenyl)carbamoyl)phenyl) sulfamoyl)piperazin-1-yl)methyl)piperidine-1-carboxylate